NC1=NC=2C(=CC=3C(NC(C3C2)=O)C2=C(NC3=CC=CC=C23)CN(C)C)N1 2-amino-7-{2-[(dimethylamino)methyl]-1H-indol-3-yl}-1H,5H,6H,7H-imidazo[4,5-f]isoindol-5-one